CC1=C(C=CC(=C1)N1C(CCC1)=O)C=1C=CC(=NC1)NC1=CC2=C(OC[C@H]3N2C(C2(C3)CC2)=O)N=C1 (S)-2'-((5-(2-methyl-4-(2-oxopyrrolidin-1-yl)phenyl)pyridin-2-yl)amino)-6a',7'-dihydro-6'H,9'H-spiro[cyclopropane-1,8'-pyrido[2,3-b]pyrrolo[1,2-d][1,4]oxazin]-9'-one